1-((4-phenoxybutyryl)glycyl)pyrrolidine-2-carboxamide O(C1=CC=CC=C1)CCCC(=O)NCC(=O)N1C(CCC1)C(=O)N